BrC=1C=CC2=C(C(=C(O2)C(=O)O)NC(C2=CC=C(C=C2)C(C)(C)C)=O)C1 5-bromo-3-(4-tert-butylbenzoylamino)benzofuran-2-carboxylic acid